7-bromo-5-methoxy-quinoline BrC1=CC(=C2C=CC=NC2=C1)OC